ClC(=C1CCC(CC1)=O)Cl 4-(dichloromethylene)cyclohexan-1-one